6-bromo-1-cyclobutyl-1,3-dihydro-2H-imidazo[4,5-b]pyridin-2-one BrC=1C=C2C(=NC1)NC(N2C2CCC2)=O